5-(4-cyclohexylphenyl)-3-(3-(fluoromethyl)azetidine-1-carbonyl)-7-oxo-4,7-dihydropyrazolo[1,5-a]pyrimidine-2-carboxylic acid C1(CCCCC1)C1=CC=C(C=C1)C=1NC=2N(C(C1)=O)N=C(C2C(=O)N2CC(C2)CF)C(=O)O